C(C)(C)(C)NC(=O)NC=1C(=C(C2=C(O[C@@H](C(N2CC2=CC(=CC=C2)C(F)F)=O)C)C1)F)F (R)-1-(tert-butyl)-3-(4-(3-(difluoromethyl)benzyl)-5,6-difluoro-2-methyl-3-oxo-3,4-dihydro-2H-benzo[b][1,4]oxazin-7-yl)urea